BrC1=C(C=CC=C1N(C=1C2=CC=CC=C2C=2C=CC=CC2C1)C1=CC=C(C=C1)C(C)(C)C)N(C=1C2=CC=CC=C2C=2C=CC=CC2C1)C1=CC=C(C=C1)C(C)(C)C 2-bromo-N1,N3-bis(4-(tert-butyl)phenyl)-N1,N3-di(phenanthren-9-yl)benzene-1,3-diamine